C1(CC1)C[C@@H]1N(CC=2C3=C(C=CC2[C@H]1C1=C(C=C(C=C1F)OC1CN(C1)CCCF)F)NN=C3)C (6S,7S)-7-(cyclopropylmethyl)-6-(2,6-difluoro-4-((1-(3-fluoropropyl)azetidin-3-yl)oxy)phenyl)-8-methyl-6,7,8,9-tetrahydro-3H-pyrazolo[3,4-h]isoquinoline